[Cl-].[Cl-].[NH4+].[NH4+].C(C1=CC=CC=C1)N(N1NN(CC(=C1)NC(C)(C)C)N(C(C)(C)C)CC1=CC=CC=C1)C(C)(C)C 1,3-bis(benzyldimethylethylamino)5-(dimethylethylamino)triazine diammonium dichloride